8-(3-(4-(benzo[d]isothiazol-3-yl)piperazin-1-yl)propoxy)-6-methyl-5,6-dihydro-1H-pyrrolo[3,2,1-ij]quinolin-4(2H)-one S1N=C(C2=C1C=CC=C2)N2CCN(CC2)CCCOC=2C=C1C(CC(N3C1=C(C2)CC3)=O)C